[3-(dimethylamino)propyl]dimethyl-gallium CN(CCC[Ga](C)C)C